C12CN(CC(CC1)N2)C=2OC1=C(N2)C(=C(C=C1C=1SC=CN1)C(C)OC)OC(F)(F)F 2-(3,8-diazabicyclo[3.2.1]octan-3-yl)-5-(1-methoxyethyl)-7-(thiazol-2-yl)-4-(trifluoromethoxy)benzo[d]oxazole